FC1=C(C=CC(=C1)F)C(CN1N=NC(=C1)COC1=CC=C(C=C1)/C=C/C(=O)C1=CC=C(C=C1)OC)(CN1N=CN=C1)O (E)-3-[4-[[1-[2-(2,4-Difluorophenyl)-2-hydroxy-3-(1,2,4-triazol-1-yl)propyl]triazol-4-yl]methoxy]phenyl]-1-(4-methoxyphenyl)prop-2-en-1-one